(Z)-3-benzyl-5-benzylideneoxazolidine-2,4-dione C(C1=CC=CC=C1)N1C(O\C(\C1=O)=C/C1=CC=CC=C1)=O